8-(4-(1-ethylcyclohexyloxycarbonyl)phenyl)-tetracyclo[4.4.0.12,5.17,10]-3-dodecene C(C)C1(CCCCC1)OC(=O)C1=CC=C(C=C1)C1C2C3C4C=CC(C3C(C1)C2)C4